ClC1=NN(C=C1C(=O)N1[C@H](C2=C(CC1)NC=N2)C2=NN1C(C=CC=C1)=C2)C (R)-(3-chloro-1-methyl-1H-pyrazol-4-yl)(4-(pyrazolo[1,5-a]pyridin-2-yl)-6,7-dihydro-1H-imidazo[4,5-c]pyridin-5(4H)-yl)methanone